[1,1'-biphenyl]-4-yl-triflate C1(=CC=C(C=C1)OS(=O)(=O)C(F)(F)F)C1=CC=CC=C1